C1(CC1)C[C@@H](C(=O)N[C@H](C(=O)OC)C[C@H]1C(NCCC1)=O)NC(=O)C=1NC(=CC1)C(F)(F)F (S)-methyl 2-((S)-3-cyclopropyl-2-(5-(trifluoromethyl)-1H-pyrrole-2-carboxamido)propanamido)-3-((S)-2-oxopiperidin-3-yl)propanoate